1-(2-((6-(tert-butylsulfonyl)imidazo[1,2-a]pyridin-7-yl)oxy)ethyl)azetidin-3-ol C(C)(C)(C)S(=O)(=O)C=1C(=CC=2N(C1)C=CN2)OCCN2CC(C2)O